4-amino-1-(piperidin-3-yl)-1H-pyrazolo[3,4-d]pyrimidine-3-carboxamide hydrochloride Cl.NC1=C2C(=NC=N1)N(N=C2C(=O)N)C2CNCCC2